2-amino-N-((2R)-1-methoxy-2-propanyl)-3,5-dimethyl-N-((5-(trifluoromethyl)-2-pyridinyl)methyl)-6-quinolinecarboxamide NC1=NC2=CC=C(C(=C2C=C1C)C)C(=O)N(CC1=NC=C(C=C1)C(F)(F)F)[C@@H](COC)C